FC1=C(C=CC(=C1)F)C1=CC(=CC=C1)[C@H](CC(=O)O)NC(=O)NC1=C(C2=C(N(C1=O)C)C=CS2)O (S)-3-(2',4'-difluorobiphenyl-3-yl)-3-(3-(7-hydroxy-4-methyl-5-oxo-4,5-dihydrothieno[3,2-b]pyridin-6-yl)ureido)propanoic acid